N1CC(C1)OC=1C2=C(N(C(N1)=O)C=1C(=NC=CC1C)C(C)C)N=C(C(=C2)Cl)C2=C(C=CC=C2)F (M)-4-(azetidin-3-yloxy)-6-chloro-7-(2-fluorophenyl)-1-(2-isopropyl-4-methylpyridin-3-yl)pyrido[2,3-d]pyrimidin-2(1H)-one